NC1=C(C=C(C=C1)Cl)C1=C(C(N(N=C1)CC1=CC=CC=C1)=O)F 5-(2-amino-5-chlorophenyl)-2-benzyl-4-fluoropyridazin-3(2H)-one